C1(=CC(=CC=C1)[C@@H](C)NC(=O)C1=CN(C(C=C1)=O)C1=C(C=CC=C1)F)C1=CC=CC=C1 N-[(1R)-1-{[1,1'-biphenyl]-3-yl}ethyl]-1-(2-fluorophenyl)-6-oxo-1,6-dihydropyridine-3-carboxamide